1-(4,5-dimethoxy-nitrophenyl)diazoethane COC1=CC(=C(C=C1OC)C(C)=[N+]=[N-])[N+](=O)[O-]